C(#N)CNC(C1=CC=C(C=C1)C1=NC(=NC=C1C)NC=1C=NN(C1)C1CCN(CC1)C(CO)=O)=O N-(cyanomethyl)-4-(2-((1-(1-(2-hydroxyacetyl)piperidin-4-yl)-1H-pyrazol-4-yl)amino)-5-methylpyrimidin-4-yl)benzamide